1-trans-1-methyl-1,2-cyclopentanediol CC1(C(CCC1)O)O